1-(4-(2-hydroxyethoxy)phenyl)-2-methyl-1-propanone OCCOC1=CC=C(C=C1)C(C(C)C)=O